(difluoromethyl)-N-(6-(1,4-dimethyl-1H-1,2,3-triazol-5-yl)thiazolo[4,5-c]pyridin-2-yl)-5'-methoxy-6-methyl-[4,4'-bipyridine]-3-carboxamide FC(F)C1=NC(=CC(=C1C(=O)NC=1SC2=C(C=NC(=C2)C2=C(N=NN2C)C)N1)C1=CC=NC=C1OC)C